N1=C(N=C(C=C1N)N)N 2,4,6-pyrimidinetriamine